(R)-1-(4-acetylpiperazin-1-yl)-4-((1-(3-(difluoromethyl)-2-fluorophenyl)ethyl)amino)-6-(1-methylcyclopropyl)pyrido[3,4-d]pyridazin-7(6H)-one C(C)(=O)N1CCN(CC1)C=1C=2C(C(=NN1)N[C@H](C)C1=C(C(=CC=C1)C(F)F)F)=CN(C(C2)=O)C2(CC2)C